ClC1=C(C=C2C=C(N=CC2=C1)NC(=O)[C@@H]1[C@H]([C@H]1C1=NN(C=C1)C)CC)N1CCN(CC1)[C@]1(COC[C@H]1F)C (1R,2S,3R)-N-[7-chloro-6-[4-((3S,4S)-4-fluoro-3-methyl-tetrahydrofuran-3-yl)piperazin-1-yl]-3-isoquinolyl]-2-ethyl-3-(1-methylpyrazol-3-yl)cyclopropanecarboxamide